FC(S(=O)(=O)OC=1C=NN(C(C1Cl)=O)C1OCCCC1)(F)F 5-chloro-6-oxo-1-(tetrahydro-2H-pyran-2-yl)-1,6-dihydropyridazin-4-yl trifluoromethanesulfonate